C(C)(=O)C1=C(C(N(C=N1)CC1=CC=C(C=C1)OC)=O)OC1=C(C(=CC(=C1)C(F)F)Br)OC 6-acetyl-5-(3-bromo-5-(difluoromethyl)-2-methoxyphenoxy)-3-(4-methoxybenzyl)pyrimidin-4(3H)-one